C(C)(C)(C)OC(NC(C(F)(F)F)CO)=O N-(2,2,2-Tri-fluoro-1-methylol-ethyl)-carbamic acid tert-butyl ester